FC=1C(=C(C=CC1)C(C)(C)NC(CC1N(CCC1)C)=O)C N-(2-(3-fluoro-2-methylphenyl)propan-2-yl)-2-(1-methylpyrrolidin-2-yl)acetamide